2-(dimethylphosphino)phenyl chloride CP(C1=C(C=CC=C1)Cl)C